CC1(N(CCC1)CC(C(=O)OC)(C)C)C methyl 3-(2,2-dimethylpyrrolidin-1-yl)-2,2-dimethylpropionate